C(C1=CC=CC=C1)N1CC(N(CC1C)C(C(F)(F)F)=O)C1=CC=C(C=C1)F 1-[4-benzyl-2-(4-fluorophenyl)-5-methyl-piperazin-1-yl]-2,2,2-trifluoro-ethanone